C(C)(C)(C)OC(N(CC)[C@H]1[C@H]([C@@H](CCC1)S)O[Si](C)(C)C(C)(C)C)=O [(1R,2R,3R)-2-(tert-Butyl-dimethyl-silanyloxy)-3-mercapto-cyclohexyl]-ethyl-carbamic acid tert-butyl ester